2-fluoro-5-methoxybenzoate FC1=C(C(=O)[O-])C=C(C=C1)OC